CCCCCCCC\C=C\CCCCCCCC(C(CCCCCCC\C=C\CCCCCCCC)O)O (9E,27E)-hexatriaconta-9,27-diene-18,19-diol